5-[3-ethylsulfonyl-5-(trifluoromethyl)-2-pyridyl]-2-(1,1,2,2,2-pentafluoroethyl)-6H-thieno[2,3-c]pyrrol-4-one C(C)S(=O)(=O)C=1C(=NC=C(C1)C(F)(F)F)N1CC2=C(C1=O)C=C(S2)C(C(F)(F)F)(F)F